CC1(NC(N(C1)C1CC(CC1)C1=CC(=NN1)NC(CC1=CC(=NO1)C)=O)=O)C N-(5-(3-(4,4-dimethyl-2-oxoimidazolidin-1-yl)cyclopentyl)-1H-pyrazol-3-yl)-2-(3-methylisoxazol-5-yl)acetamide